(2R,3S)-3-(4,4-diethyl-2-imino-6-oxo-hexahydropyrimidin-1-yl)-N-[(1S,2R)-3,3-difluoro-2-hydroxy-indan-1-yl]-2-(methoxymethyl)-2-methyl-3H-benzofuran-5-carboxamide C(C)C1(NC(N(C(C1)=O)[C@@H]1[C@](OC2=C1C=C(C=C2)C(=O)N[C@@H]2[C@H](C(C1=CC=CC=C21)(F)F)O)(C)COC)=N)CC